C(C)(C)C1=C(NC2=CC=C(C=C12)C=1OC(=NN1)C1CCN(CC1)C)C=1C=C(C=2N(C1)N=CN2)C 2-(3-isopropyl-2-(8-methyl-[1,2,4]triazolo[1,5-a]pyridin-6-yl)-1H-indol-5-yl)-5-(1-methylpiperidin-4-yl)-1,3,4-oxadiazole